C(C)OC(=O)C=1C(NN(CC1O)C=1C=NC(=CC1)C#N)=S 1-(6-cyanopyridin-3-yl)-5-hydroxy-3-thioxo-1,2,3,6-tetrahydropyridazine-4-carboxylic acid ethyl ester